tert-butyl (2S,4S)-2-amino-4-methylhexanoate N[C@H](C(=O)OC(C)(C)C)C[C@H](CC)C